C(CCCCCCCC)[N+](CCCCCCC)(CCCCCCC)CCCCCCCCC dinonyldiheptylammonium